Quinolin-2-amine N1=C(C=CC2=CC=CC=C12)N